4-methylbenzene-1-sulfonic acid 5-{[tert-butyl (dimethyl) silyl] oxy}-4,4-difluoropentyl ester [Si](C)(C)(C(C)(C)C)OCC(CCCOS(=O)(=O)C1=CC=C(C=C1)C)(F)F